CC=1C(C2=CC=C(C=C2C(C1C)=O)CCCCC)=O 2,3-dimethyl-6-pentyl-1,4-naphthoquinone